ClC=1C=C(C#N)C=C(C1)CC=O 3-chloro-5-(2-oxoethyl)benzonitrile